CN1CCC(CC1)C=1NC(C=2N(C1)N=CC2C2=CC=C(C#N)C=C2)=O 4-(6-(1-methylpiperidin-4-yl)-4-oxo-4,5-dihydropyrazolo[1,5-a]pyrazin-3-yl)benzonitrile